NC=1C(NC2=C3C(=C(C=C2C1C1=C2C=NNC2=C(C=C1)F)I)C=CC(=C3)Cl)=O 3-amino-9-chloro-4-(7-fluoro-1H-indazol-4-yl)-6-iodo-1H-benzo[h]quinolin-2-one